(5-(1-(1-(cyclopropylsulfonyl)pyrrolidin-3-yl)-1,6-dihydroimidazo[4,5-d]pyrrolo[2,3-b]pyridin-2-yl)furan-2-yl)methanol C1(CC1)S(=O)(=O)N1CC(CC1)N1C(=NC=2C1=C1C(=NC2)NC=C1)C1=CC=C(O1)CO